[(3R)-1-methylpyrrolidin-3-yl] 4-[[4-[[2-(6-methyl-2-pyridyl)pyrimidin-4-yl]amino]pyrimidin-2-yl]amino]thiophene-2-carboxylate CC1=CC=CC(=N1)C1=NC=CC(=N1)NC1=NC(=NC=C1)NC=1C=C(SC1)C(=O)O[C@H]1CN(CC1)C